ClC1=C(NC(=C1Cl)C)C(=O)N[C@H]1[C@H](CN(CC1)C1=NC=C(N=C1)C(C)(C)O)OC 3,4-dichloro-N-((3S,4R)-1-(5-(2-hydroxypropan-2-yl)pyrazin-2-yl)-3-methoxypiperidine-4-yl)-5-methyl-1H-pyrrole-2-carboxamide